ClC1=C(C=CC=C1F)[C@H]1N(CCC(C1)(F)F)C=1C(=NC=CN1)C(=O)N[C@H](C)\C=C\S(=O)(=O)C ((S)-2-(2-Chloro-3-fluorophenyl)-4,4-difluoropiperidin-1-yl)-N-((R,E)-4-(methylsulfonyl)but-3-en-2-yl)pyrazine-2-carboxamide